C1(CC1)C=1C=C(N(N1)C)S(=O)(=O)Cl 5-cyclopropyl-2-methyl-pyrazole-3-sulfonylchloride